NC=1C2=C(N=CN1)N(C(=C2C2=CC=C(C=C2)C(=O)N2CCCC2)C=C)C (4-(4-amino-7-methyl-6-vinyl-7H-pyrrolo[2,3-d]pyrimidin-5-yl)phenyl)(pyrrolidin-1-yl)methanone